4-(aminomethyl)-6-(5-chloro-4-methyl-pyridin-3-yl)phthalazin-1(2H)-one NCC1=NNC(C2=CC=C(C=C12)C=1C=NC=C(C1C)Cl)=O